α-bisabolene CC1=CCC(CC1)/C(=C\CC=C(C)C)/C